ClC1=C(C=CC=C1)C(C(C)C)O 1-(2-chlorophenyl)-2-methylpropan-1-ol